F[C@@H]1[C@H](C[C@@]2(C[C@H](C[C@H]1N2)C)C)C(=C)C=2N=CC(=NC2)C2=C(C=C(C=C2)N2C=NC=C2)O 2-(5-(1-((1S,3R,4R,5R,7S)-4-fluoro-1,7-dimethyl-9-azabicyclo[3.3.1]nonan-3-yl)vinyl)pyrazin-2-yl)-5-(1H-imidazol-1-yl)phenol